C(C=C)(=O)N1CCC(CC1)C1=NC(=C(C(=O)N)C=C1)C1=CC=C(C=C1)OC1=CC=CC=C1 6-(1-propenoylpiperidin-4-yl)-2-(4-phenoxyphenyl)nicotinamide